methyl 3-fluoro-6-formylimidazo[1,2-a]pyridine-8-carboxylate FC1=CN=C2N1C=C(C=C2C(=O)OC)C=O